2-(2-methylphenoxy)-N-(1H-pyrazol-3-yl)-N-tetra-hydrothiophen-3-yl-acetamide CC1=C(OCC(=O)N(C2CSCC2)C2=NNC=C2)C=CC=C1